N1=C(C=CC=C1)C1=C(N=NN=N1)C1=NC=CC=C1 di-pyridyl-tetrazine